(S)-2-(7-(3-(3,4-difluorophenyl)ureido)dibenzo[b,d]thiophene-3-sulfonamido)-3-methyl-butanoic acid FC=1C=C(C=CC1F)NC(NC1=CC2=C(C3=C(S2)C=C(C=C3)S(=O)(=O)N[C@H](C(=O)O)C(C)C)C=C1)=O